CS(=O)(=O)O.FC1=CC2=C(C(=NO2)C2CCN(CC2)CCCOC2CN3C(CCC4=CC=CC2=C34)=O)C=C1 (3-(4-(6-fluorobenzo[d]isoxazol-3-yl)piperidin-1-yl)propoxy)-5,6-dihydro-1H-pyrrolo[3,2,1-ij]quinolin-4(2H)-one methanesulfonate